2-(2-((5-(3-(aniLinomethyl)phenyl)-2-isopropyl-2H-indazol-3-yl)methoxy)-4-methylphenyl)acetic acid N(C1=CC=CC=C1)CC=1C=C(C=CC1)C1=CC2=C(N(N=C2C=C1)C(C)C)COC1=C(C=CC(=C1)C)CC(=O)O